N-[(2-Amino-3-pyridyl)sulfonyl]-6-(2-ethoxy-5-methylphenyl)-2-[(4S)-2,2,4-trimethylpyrrolidin-1-yl]pyridin-3-carboxamid NC1=NC=CC=C1S(=O)(=O)NC(=O)C=1C(=NC(=CC1)C1=C(C=CC(=C1)C)OCC)N1C(C[C@@H](C1)C)(C)C